BrC1=CC=C2C(=NC(=NC2=C1)OC[C@H]1N(CCC1)C)C1(N(C(CNC1)Cl)C(=O)[O-])CC#N 7-bromo-6-chloro-2-((((S)-1-methylpyrrolidin-2-yl)methoxy)quinazolin-4-yl)-2-(cyanomethyl)piperazine-1-carboxylate